2-(4-(2-((4,4-difluorocyclohexyl)methyl)-2H-tetrazol-5-yl)phenylsulfonylamino)acetamide FC1(CCC(CC1)CN1N=C(N=N1)C1=CC=C(C=C1)S(=O)(=O)NCC(=O)N)F